C(=O)(OC(C)(C)C)N1[C@@H](C[C@H](C1)F)CO (2S,4R)-N-Boc-2-(hydroxymethyl)-4-fluoropyrrolidine